OC(CCC(=O)NC1=CC=CC=C1)CCCCCCCCCCCCCC 4-hydroxystearic anilide